OC1=CC=C(C=C1)SCCOCC(CC)SC1=CC=C(C=C1)O 1,5-Bis(4-hydroxyphenylthio)3-oxaheptan